N-methyl-N-trimethylsilylaminodimethylsilane CN([Si](C)(C)C)[SiH](C)C